NC1=NC=C(C2=C1C(=NN2C(C)C)C2=CC(=C(C=C2)NS(=O)(=O)CC2=C(C=CC=C2)Cl)F)C2=CC[C@H](CC2)NC[C@H](C)F N-(4-(4-amino-7-(4(S)-((2(S)-fluoropropyl)amino)cyclohex-1-en-1-yl)-1-isopropyl-1H-pyrazolo[4,3-c]pyridin-3-yl)-2-fluorophenyl)-1-(2-chlorophenyl)methanesulfonamide